C(P(=O)(O)O)P(=O)(O)O The molecule is a 1,1-bis(phosphonic acid) consisting of methane substituted by two phosphonic acid groups. It has a role as a bone density conservation agent and a chelator.